Docosyl (2S)-2-(((((2R,3S,5R)-5-(6-amino-2-fluoro-9H-purin-9-yl)-2-ethynyl hydroxytetrahydrofuran-2-yl)methoxy)(phenoxy)phosphoryl)amino)-3-(3,5-difluorophenyl)propanoate NC1=C2N=CN(C2=NC(=N1)F)[C@H]1C[C@@H]([C@@](O1)(C#C)COP(=O)(OC1=CC=CC=C1)N[C@H](C(=O)OCCCCCCCCCCCCCCCCCCCCCC)CC1=CC(=CC(=C1)F)F)O